C(C1=CC=CC=C1)SC1=C(C=C(C=C1)[N+](=O)[O-])Cl benzyl-(2-chloro-4-nitrophenyl)sulfane